(4-quinolinylcarbonyl)glycyl-2-cyanopyrrolidine N1=CC=C(C2=CC=CC=C12)C(=O)NCC(=O)N1C(CCC1)C#N